1-(3-pyridyl)ethylamine N1=CC(=CC=C1)C(C)N